2-benzyl-6-(difluoromethyl)-2-azaspiro[3.3]heptan-6-yl (2R,6S)-2,6-dimethyl-4-[5-(trifluoromethyl)pyrimidin-2-yl]piperazine-1-carboxylate C[C@H]1N([C@H](CN(C1)C1=NC=C(C=N1)C(F)(F)F)C)C(=O)OC1(CC2(CN(C2)CC2=CC=CC=C2)C1)C(F)F